CC1=C(C(=C(C(=C1CN)C)CN)C)CN 2,4,6-trimethylbenzene-1,3,5-trimethylamine